N[C@@H]1C2=CC=CC=C2CC12CCN(CC2)C2=C(C(=CC(=N2)C)C(=C)C2=NNC=C2)F (S)-6-(1-amino-1,3-dihydrospiro[indene-2,4'-piperidine]-1'-yl)-3-(1-(5-fluoro-2-methylpyridin-4-yl)vinyl)-1H-pyrazole